BrC=1C=C(SC1C1=CC=C(C=C1)OC)C1=CC=C(C=O)C=C1 4-(4-bromo-5-(4-methoxyphenyl)thiophen-2-yl)benzaldehyde